(+-)-(4E)-5-cyclohexyl-2,4-dimethyl-4-pentenal C1(CCCCC1)/C=C(/C[C@H](C=O)C)\C |r|